methyl-2-{[4-(2,3-bis{[2-(trimethylsilyl)ethoxy]methoxy}phenyl)piperidin-1-yl]methyl}-1-(2-methoxyethyl)-1H-benzimidazole-6-carboxylate COC(=O)C=1C=CC2=C(N(C(=N2)CN2CCC(CC2)C2=C(C(=CC=C2)OCOCC[Si](C)(C)C)OCOCC[Si](C)(C)C)CCOC)C1